(E)-2-(3-hydroxy-5-(4-hydroxystyryl)phenoxy)-N-(2,2,5,5-tetramethyl-1-oxylpyrrolidin-3-yl)acetamide OC=1C=C(OCC(=O)NC2C(N(C(C2)(C)C)O)(C)C)C=C(C1)\C=C\C1=CC=C(C=C1)O